N-(1-(4-fluorobenzyl)-2-oxopyrrolidin-3-yl)-2-(1H-indol-3-yl)-2-oxoacetamide FC1=CC=C(CN2C(C(CC2)NC(C(=O)C2=CNC3=CC=CC=C23)=O)=O)C=C1